NC=1C=CC(=NC1)NC(C1=CC=CC=C1)=O N-(5-aminopyridin-2-yl)benzamide